tert-butyl ((2E,4E)-10-cyclopentyldeca-2,4-dienoyl)-L-threoninate C1(CCCC1)CCCCC/C=C/C=C/C(=O)N[C@@H]([C@H](O)C)C(=O)OC(C)(C)C